(R)-5-{4-[4-(3,5-dimethylpyridin-2-yl)piperazine-1-carbonyl]phenyl}-5-methylimidazolidine-2,4-dione CC=1C(=NC=C(C1)C)N1CCN(CC1)C(=O)C1=CC=C(C=C1)[C@@]1(C(NC(N1)=O)=O)C